7,8-dimethyl-3-phenethyl-2,3,4,5-tetrahydro-1H-benzo[d]azepine-6,9-dione CC=1C(C2=C(CCN(CC2)CCC2=CC=CC=C2)C(C1C)=O)=O